C1OC=2C=C(C(C#N)O)C=CC2O1 3,4-methylenedioxymandelonitrile